(S)-3-(3,5-Bis(2-methoxyethoxy)phenyl)-4-((R)-3-(2-(5,6,7,8-tetrahydro-1,8-naphthyridin-2-yl)ethyl)pyrrolidin-1-yl)butanoic acid COCCOC=1C=C(C=C(C1)OCCOC)[C@H](CC(=O)O)CN1C[C@@H](CC1)CCC1=NC=2NCCCC2C=C1